4-fluoro-3-methyl-2,3-dihydrobenzofuran-5-sulfonyl chloride FC1=C(C=CC2=C1C(CO2)C)S(=O)(=O)Cl